O(C1=CC=CC=C1)C1=C(C=CC=C1)C1=C(C(=O)N)C=CC(=C1)C1=NOC(=N1)C(F)(F)F (2-phenoxyphenyl)-4-(5-(trifluoromethyl)-1,2,4-oxadiazol-3-yl)benzamide